3-(3,5-dichlorophenyl)-3-(3-phenyl-1-(2-(5,6,7,8-tetrahydro-1,8-naphthyridin-2-yl)ethyl)-1H-pyrazole-4-carboxamido)propionic acid ClC=1C=C(C=C(C1)Cl)C(CC(=O)O)NC(=O)C=1C(=NN(C1)CCC1=NC=2NCCCC2C=C1)C1=CC=CC=C1